FC1=CC=C(C=C1)CC(=O)NC1=CC=C(C=C1)COC(=O)N[C@H](C(=O)OCC#N)C(C)O cyanomethyl (2S)-2-[[4-[[2-(4-fluorophenyl) acetyl] amino] phenyl] methoxycarbonylamino]-3-hydroxybutyrate